BrC1=CC2=C(S1)C1(CC(N(C(C1)C)C(=O)OC(C)(C)C)C)OCC2 tert-butyl (2R,6S)-2-bromo-2',6'-dimethyl-spiro[4,5-dihydrothieno[2,3-c]pyran-7,4'-piperidine]-1'-carboxylate